(2-Fluoro-4-methylphenyl)((5R,9S)-2-methyl-3-(3,4,5-trifluorophenyl)-4,5,6,7,8,9-hexahydro-2H-5,9-epiminocycloocta[c]pyrazol-10-yl)methanone FC1=C(C=CC(=C1)C)C(=O)N1[C@H]2CC=3C(=NN(C3C3=CC(=C(C(=C3)F)F)F)C)[C@@H]1CCC2